1-(cyclopropylmethyl)-3-iodo-pyrazole C1(CC1)CN1N=C(C=C1)I